N-(5-(2,3-Dihydrobenzo[b][1,4]dioxine-6-carboxamido)-2-methylpyridin-3-yl)-2-(2-hydroxy-2-methylpropoxy)quinoline-6-carboxamide O1C2=C(OCC1)C=C(C=C2)C(=O)NC=2C=C(C(=NC2)C)NC(=O)C=2C=C1C=CC(=NC1=CC2)OCC(C)(C)O